C1(CC1)NC(=O)C=1C=NN2C1N=C(C=C2)N2[C@H](CCC2)C2=C(C=CC(=C2)F)F (R)-N-cyclopropyl-5-(2-(2,5-difluorophenyl)pyrrolidin-1-yl)pyrazolo[1,5-a]pyrimidine-3-carboxamide